BrC1=C(C=C2C=C(C(=NC2=C1)C)C(C(=O)OC)CCC#N)F Methyl 2-(7-bromo-6-fluoro-2-methylquinolin-3-yl)-4-cyanobutanoate